Methyl (Z)-1-(4-amino-2-fluorobut-2-en-1-yl)-4-(3-(N-(4-methoxybenzyl)sulfamoyl)phenyl)-1H-benzo[d][1,2,3]triazole-6-carboxylate NC\C=C(\CN1N=NC2=C1C=C(C=C2C2=CC(=CC=C2)S(NCC2=CC=C(C=C2)OC)(=O)=O)C(=O)OC)/F